N=1C(N=CC=2C1N=CC2)=O pyrrolo[2,3-d]pyrimidone